CC1=NN2C=3CN(CC3C(=CC2=N1)C)C(CC1CN(C1)C=1C=NC(=CC1)C(F)(F)F)=O 1-(2,5-Dimethyl-6,8-dihydro-1,3,7,8b-tetraaza-as-indacen-7-yl)-2-[1-(6-trifluoromethyl-pyridin-3-yl)-azetidin-3-yl]-ethanone